6-(4-((3R)-3-methyl-1-(3-oxo-4-(trifluoromethyl)-3,5,6,7-tetrahydro-2H-cyclopenta[c]pyridazin-7-yl)pyrrolidine-3-carbonyl)piperazin-1-yl)nicotinonitrile C[C@@]1(CN(CC1)C1CCC=2C1=NNC(C2C(F)(F)F)=O)C(=O)N2CCN(CC2)C2=NC=C(C#N)C=C2